(E)-6-(4-ethoxyphenyl)-N'-((2-hydroxy-5-methoxypyridin-3-yl)methylene)pyrazine-2-carbohydrazide C(C)OC1=CC=C(C=C1)C1=CN=CC(=N1)C(=O)N/N=C/C=1C(=NC=C(C1)OC)O